9-fluorenylmethyleneacetonitrile C1=CC=CC=2C3=CC=CC=C3C(C12)C=CC#N